N1(C=NC=2C1=C1C(=NC2)NC=C1)C1CCC(CC1)CC#N 2-((1r,4r)-4-(imidazo[4,5-d]pyrrolo[2,3-b]pyridin-1(6H)-yl)cyclohexyl)acetonitrile